COC(=O)C1=CC(=C(C=C1)C1=C(COC1)C(=O)OC)[N+](=O)[O-] methyl 4-(4-(methoxycarbonyl)-2-nitrophenyl)-2,5-dihydrofuran-3-carboxylate